(1S,3R)-3-[[tert-butyl-(dimethyl)silyl]oxymethyl]-5-(1-hydroxy-1-methyl-ethyl)-1-methyl-3,4-dihydro-1H-isoquinoline-2-carboxylic acid tert-butyl ester C(C)(C)(C)OC(=O)N1[C@H](C2=CC=CC(=C2C[C@@H]1CO[Si](C)(C)C(C)(C)C)C(C)(C)O)C